C1(=CC=CC=C1)C1=C(OC=C1)CNC1=C2N=CNC2=NC=N1 N-((3-phenylfuran-2-yl)methyl)-9H-purin-6-amine